N-(7-((1-acetylpiperidin-4-yl)ethynyl)-3-amino-4-(2-chloro-5-fluorophenoxy)-1-methyl-1H-indazol-5-yl)-3-fluoro-5-(trifluoromethyl)benzamide C(C)(=O)N1CCC(CC1)C#CC=1C=C(C(=C2C(=NN(C12)C)N)OC1=C(C=CC(=C1)F)Cl)NC(C1=CC(=CC(=C1)C(F)(F)F)F)=O